tert-butyl 2-(difluoromethyl)-6-oxo-spiro[5H-pyrrolo[2,3-b]pyrazine-7,4-piperidine]-1-carboxylate FC(C1N(C2=C(N=C1)NC(C21CCNCC1)=O)C(=O)OC(C)(C)C)F